NC=1SC=C(N1)C=1N=NN(C1)[C@@H]1[C@H]([C@@H](SC=2C(=NC=C(C2)Cl)C=2OC=CN2)O[C@@H]([C@@H]1O)CO)OC 5-Chloro-2-(oxazol-2-yl)pyridin-3-yl 3-[4-(2-aminothiazol-4-yl)-1H-1,2,3-triazol-1-yl]-3-deoxy-2-O-methyl-1-thio-α-D-galactopyranoside